ClC1=NC=CC(=C1NC(OC(C)(C)C)=O)C(C(F)(F)F)(O)O tert-butyl N-[2-chloro-4-(2,2,2-trifluoro-1,1-dihydroxyethyl)pyridin-3-yl]carbamate